NC=1C2=C(N=CN1)C(=C(N2C2=CC(=C(C=C2)OC2=NC=CC(=N2)C)F)C2=C(C=C(C=C2)NC(C=C)=O)C#N)C N-[4-(4-amino-5-{3-fluoro-4-[(4-methylpyrimidin-2-yl)oxy]phenyl}-7-methyl-5H-pyrrolo[3,2-d]pyrimidin-6-yl)-3-cyanophenyl]acrylamide